((3S)-1-(1-(1-(4-methoxybenzyl)-2,6-dioxopiperidin-3-yl)-3-methyl-2-oxo-2,3-dihydro-1H-benzo[d]imidazol-5-yl)pyrrolidin-3-yl)methyl 4-methylbenzenesulfonate CC1=CC=C(C=C1)S(=O)(=O)OC[C@@H]1CN(CC1)C1=CC2=C(N(C(N2C)=O)C2C(N(C(CC2)=O)CC2=CC=C(C=C2)OC)=O)C=C1